FC1(CN(CC1)C=1C=2N(C=NC1C=1C=NN(C1)C(C)OCC)N=C(N2)N[C@H](CF)C)F 8-(3,3-difluoropyrrolidin-1-yl)-7-(1-(1-ethoxyethyl)-1H-pyrazol-4-yl)-N-((S)-1-fluoropropan-2-yl)-[1,2,4]triazolo[1,5-c]pyrimidin-2-amine